pentamethylcyclopentadienyl-(1-ethylindenyl)hafnium CC1=C(C(=C(C1([Hf]C=1C(C2=CC=CC=C2C1)CC)C)C)C)C